CN1CC=NC(=C1C1=CC=CC=C1)C1=CC=CC=C1 1-methyl-5,6-diphenylpyrazine